tert-butyl (2R,3S,4S)-2-{[4-(1,3-benzothiazol-5-yl)phenyl]methyl}-4-[(tert-butoxycarbonyl)oxy]-3-[(4-nitrophenoxycarbonyl)oxy]pyrrolidine-1-carboxylate S1C=NC2=C1C=CC(=C2)C2=CC=C(C=C2)C[C@H]2N(C[C@@H]([C@H]2OC(=O)OC2=CC=C(C=C2)[N+](=O)[O-])OC(=O)OC(C)(C)C)C(=O)OC(C)(C)C